3-(((2-Chloro-4-(trifluoromethyl)phenyl)sulfonyl)methyl)azetidine 2,2,2-trifluoroacetate tert-Butyl-3-(((2-chloro-4-(trifluoromethyl)phenyl)sulfonyl)methyl)azetidine-1-carboxylate C(C)(C)(C)OC(=O)N1CC(C1)CS(=O)(=O)C1=C(C=C(C=C1)C(F)(F)F)Cl.FC(C(=O)O)(F)F.ClC1=C(C=CC(=C1)C(F)(F)F)S(=O)(=O)CC1CNC1